ClC=1C=C(C=CC1Cl)NC(=O)N1[C@@H]2CC[C@H]1CC=1N=C(N=CC12)O (5R,8S)-N-(3,4-dichlorophenyl)-2-hydroxy-6,7,8,9-tetrahydro-5H-5,8-epiminocyclohepta[d]-pyrimidine-10-carboxamide